(3R,4S,5R,6R)-6-(acetoxymethyl)-5-(((2S,3R,4S,5S,6R)-3,4,5-triacetoxy-6-(acetoxymethyl)tetrahydro-2H-pyran-2-yl)oxy)tetrahydro-2H-pyran-2,3,4-triyl triacetate C(C)(=O)OC1O[C@@H]([C@H]([C@@H]([C@H]1OC(C)=O)OC(C)=O)O[C@@H]1O[C@@H]([C@@H]([C@@H]([C@H]1OC(C)=O)OC(C)=O)OC(C)=O)COC(C)=O)COC(C)=O